3-chloro-2-fluoro-6-[1-[6-methyl-2-(2-methylimidazo[1,2-a]pyridin-6-yl)-4-oxo-chromen-8-yl]ethylamino]benzoic acid ClC=1C(=C(C(=O)O)C(=CC1)NC(C)C=1C=C(C=C2C(C=C(OC12)C=1C=CC=2N(C1)C=C(N2)C)=O)C)F